COC1(CCC1)CNCC1=CC(=C2CNC(C2=C1)=O)C(F)(F)F 6-({[(1-methoxycyclobutyl)methyl]amino}methyl)-4-(trifluoromethyl)-3H-isoindol-1-one